FC=1C=CC=C2C(N(C=3N(C12)C(=NN3)SC)CCC)=O 9-fluoro-1-(methylthio)-4-propyl-[1,2,4]triazolo[4,3-a]quinazolin-5(4H)-one